N-(((1R,5S,6r)-3-azabicyclo[3.1.0]hexan-6-yl)methyl)-6-(1-methyl-1H-pyrazol-4-yl)pyrazolo[1,5-a]pyridin-4-amine trifluoroacetate FC(C(=O)O)(F)F.[C@H]12CNC[C@@H]2C1CNC=1C=2N(C=C(C1)C=1C=NN(C1)C)N=CC2